C(C(=C)C)(=O)O.C(=O)(C(=C)C)[SiH3] (METHACRYL-SILANE) methacrylate